N-(6-((6-(5-chloro-2-fluorophenyl)-3-(((2-oxo-2H-pyran-6-yl)methyl)thio)pyridazin-4-yl)amino)pyrimidin-4-yl)-3-((3S,5R)-3,5-dimethylpiperazin-1-yl)propanamide ClC=1C=CC(=C(C1)C1=CC(=C(N=N1)SCC1=CC=CC(O1)=O)NC1=CC(=NC=N1)NC(CCN1C[C@@H](N[C@@H](C1)C)C)=O)F